(E)-7-chloro-4-(2-(1-(6-(2,4-dimethyl-1H-imidazol-1-yl)pyridin-3-yl)ethylidene)hydrazineyl)quinazoline phosphoric acid salt P(O)(O)(O)=O.ClC1=CC=C2C(=NC=NC2=C1)N/N=C(\C)/C=1C=NC(=CC1)N1C(=NC(=C1)C)C